NCCCCCCC(=O)O 7-aminoheptanoic acid